C(C)(C)(C)OC(\C=C(/C)\C1=CN(C=C1)S(=O)(=O)C1=CC=C(C)C=C1)=O.CC1=C(C(=O)NC2=CC=C(C3=CC=CC=C23)S(NC(C)C2NCCCC2)(=O)=O)C=CC=C1 2-methyl-N-(4-(N-(1-(piperidin-2-yl)ethyl)sulfamoyl)naphthalen-1-yl)benzamide tert-butyl-(E)-3-(1-tosyl-3-pyrrolyl)-2-butenoate